NC(COCCC(OC(C)(C)C)=O)(COCCC(=O)OC(C)(C)C)COCCC(OC(C)(C)C)=O 2-methylpropan-2-yl 3-{[9-amino-9-(7,7-dimethyl-5-oxo-2,6-dioxaoct-1-yl)-2,2-dimethyl-4-oxo-3,7-dioxadec-10-yl]oxy}propanoate